O=C1NC(CCC1NC(=O)C1=C(SC2=C1NC(=C2C)C)C)=O N-(2,6-dioxopiperidin-3-yl)-2,5,6-trimethyl-4H-thieno[3,2-b]pyrrole-3-carboxamide